N1(CCOCC1)C=1C=C(C=CC1)NC(=O)[C@@H]1[C@@H](N(CCC1)C(C1=C(C=CC=C1C)F)=O)C1=CC=C(C=C1)NC1CCOCC1 (2R,3S)-1-(2-fluoro-6-methylbenzoyl)-2-[4-(tetrahydropyran-4-ylamino)phenyl]piperidine-3-carboxylic acid (3-morpholin-4-yl-phenyl)amide